FC(C1=NC(=NC=C1)C1CN(CC1)C=O)(F)F [3-{4-(trifluoromethyl)pyrimidin-2-yl}pyrrolidin-1-yl]methanone